3-METHYL-3H-IMIDAZO[4,5-B]PYRIDINE-6-CARBALDEHYDE CN1C=NC=2C1=NC=C(C2)C=O